(Z)-3-((1-(3-(1H-pyrrol-1-yl)propyl)-5-isopropyl-1H-imidazol-4-yl)methylene)-1-acetylpiperazine-2,5-dione N1(C=CC=C1)CCCN1C=NC(=C1C(C)C)\C=C/1\C(N(CC(N1)=O)C(C)=O)=O